C(CCCCCCCCCC)(=O)OOC(C)=O acetoxy undecanoate